The molecule is an alkane that is hexane carrying a methyl group at positions 2 and 4. It has a role as a human metabolite. It is an alkane and a volatile organic compound. It derives from a hydride of a hexane. CCC(C)CC(C)C